3-((6-(1-Methyl-1H-pyrazol-5-yl)-1-oxoisoquinolin-2(1H)-yl)methyl)-N-(piperidin-4-yl)benzamide CN1N=CC=C1C=1C=C2C=CN(C(C2=CC1)=O)CC=1C=C(C(=O)NC2CCNCC2)C=CC1